3-(1-Benzylpiperidin-4-yl)imidazolidine-2,4-dione C(C1=CC=CC=C1)N1CCC(CC1)N1C(NCC1=O)=O